NC=1C=2N(C3=C(N1)N=CC(=C3)C(=O)N(C3COC1=C3C=CC(=C1)C(F)(F)F)C1CC1)C=NC2 4-amino-N-cyclopropyl-N-(6-(trifluoromethyl)-2,3-dihydrobenzofuran-3-yl)imidazo[1,5-a]pyrido[2,3-e]pyrazine-8-carboxamide